C(CC([2H])([2H])[2H])(=O)C=1C(=CC(=NC1)NC(=O)C1CC1)NC1=C2N([C@@H](C=3N(C2=CC=C1)C(N(N3)C)=O)C)C (R)-N-(5-(propanoyl-3,3,3-d3)-4-((2,4,5-trimethyl-1-oxo-1,2,4,5-tetrahydro-[1,2,4]triazolo[4,3-a]quinoxalin-6-yl)amino)pyridin-2-yl)cyclopropanecarboxamide